N-(1-methyl-4-(4-(trifluoromethoxy)phenyl)-1H-pyrazolo[3,4-d]pyrimidin-6-yl)-5-nitrothiophene-2-carboxamide CN1N=CC=2C1=NC(=NC2C2=CC=C(C=C2)OC(F)(F)F)NC(=O)C=2SC(=CC2)[N+](=O)[O-]